tert-butyl 4-(3-nitrophenyl)-1,4-diazepane-1-carboxylate [N+](=O)([O-])C=1C=C(C=CC1)N1CCN(CCC1)C(=O)OC(C)(C)C